4-(3-(3-cyclopropyl-4-hydroxyphenyl)-4,4-dimethyl-5-oxo-2-thioxoimidazolidin-1-yl)-2-(trifluoromethyl)benzonitrile C1(CC1)C=1C=C(C=CC1O)N1C(N(C(C1(C)C)=O)C1=CC(=C(C#N)C=C1)C(F)(F)F)=S